BrC1=CC=C(C=C1)C=1C=CCC2COCC12 7-(4-bromophenyl)tetrahydroisobenzofuran